OC1(CCC(CC1)CN1C(N(C=2N=CN(C2C1=O)CC(F)(F)F)C)=O)C 1-(((1R,4R)-4-hydroxy-4-methylcyclohexyl)methyl)-3-methyl-7-(2,2,2-trifluoroethyl)-1H-purine-2,6(3H,7H)-dione